3-(3-methyl-5-(8-(3-(methylamino)propyl)-3,8-diazabicyclo[3.2.1]octan-3-yl)-2-oxo-2,3-dihydro-1H-benzo[d]imidazol-1-yl)piperidine-2,6-dione CN1C(N(C2=C1C=C(C=C2)N2CC1CCC(C2)N1CCCNC)C1C(NC(CC1)=O)=O)=O